N-(4-((2-((1-isopropyl-2-oxo-5-(1H-pyrazol-1-yl)-1,2-dihydropyridin-3-yl)amino)-1-methyl-1H-benzo[d]imidazol-6-yl)oxy)pyridin-2-yl)acetamide C(C)(C)N1C(C(=CC(=C1)N1N=CC=C1)NC1=NC2=C(N1C)C=C(C=C2)OC2=CC(=NC=C2)NC(C)=O)=O